C1C(CC12CCNCC2)N2[C@@H](COC1=CC(=NC(NS(C=3C=CC=C(C2=O)C3)(=O)=O)=C1)C1=C(C=CC=C1C)C)CC(C)C (11R)-12-(7-azaspiro[3.5]nonan-2-yl)-6-(2,6-dimethylphenyl)-11-isobutyl-2,2-dioxo-9-oxa-2λ6-thia-3,5,12-triazatricyclo[12.3.1.14,8]nonadeca-1(18),4(19),5,7,14,16-hexaen-13-one